N1N=NN=C1C=1C=C2N=C(C=3N(C2=CC1)C=CC3)C3=CC=C(C=C3)C(F)(F)F 7-(1H-tetrazol-5-yl)-4-(4-(trifluoromethyl)phenyl)pyrrolo[1,2-a]quinoxaline